tert-butyl (4-cyclohexylbenzyl)(2-(4-methoxybenzyl)-1-oxoisoindolin-5-yl)carbamate C1(CCCCC1)C1=CC=C(CN(C(OC(C)(C)C)=O)C=2C=C3CN(C(C3=CC2)=O)CC2=CC=C(C=C2)OC)C=C1